[Cl-].C[N+](CCOCCOC1=CC=C(C=C1)C(CC(C)(C)C)(C)C)(C)CC1=CC=CC=C1 N,N-dimethyl-N-[2-[2-[p-(1,1,3,3-tetramethylbutyl)phenoxy]-ethoxy]-ethyl]-benzyl-ammonium chloride